2-(3-acetyl-5-(2-methoxypyrimidin-5-yl)-1H-indazol-1-yl)acetic acid C(C)(=O)C1=NN(C2=CC=C(C=C12)C=1C=NC(=NC1)OC)CC(=O)O